C(C)(=O)N1C[C@@H](N(CC1)CCOC1=C(C=C(C=C1)NC(NCC(=O)NC1=CC=C(C=C1)N[C@@H]1C[C@@H](N(C2=CC=CC=C12)C(CC)=O)C)=O)F)C 2-(3-(4-(2-((S)-4-acetyl-2-methylpiperazin-1-yl)ethoxy)-3-fluorophenyl)ureido)-N-(4-(((2S,4R)-2-methyl-1-propionyl-1,2,3,4-tetrahydroquinolin-4-yl)amino)phenyl)acetamide